2-Propylpentyl Methanesulfonate CS(=O)(=O)OCC(CCC)CCC